(5Z,8Z,11Z,14Z)-ethyl nonadeca-5,8,11,14-tetraenoate C(CCC\C=C/C\C=C/C\C=C/C\C=C/CCCC)(=O)OCC